COC1=CC=C(C=C1)N1CN2[C@H](C(N(C3=CC=CC=C23)C)=O)C1 (S)-2-(4-methoxyphenyl)-5-methyl-1,2,3,3a-tetrahydroimidazo[1,5-a]quinoxalin-4(5H)-one